C(C)(C)(CC)NCCCCCCCN N-(tert-amyl)heptane-1,7-diamine